gallium tripropionate C(CC)(=O)[O-].C(CC)(=O)[O-].C(CC)(=O)[O-].[Ga+3]